(R)-1-((R)-3-(4-amino-(4-phenoxyphenyl)-1H-pyrazolo[3,4-d]pyrimidin-1-yl)piperidine-1-yl)-2-hydroxy-4-methylpentan-1-one NC1=C2C(=NC=N1)N(N=C2C2=CC=C(C=C2)OC2=CC=CC=C2)[C@H]2CN(CCC2)C([C@@H](CC(C)C)O)=O